N-(1-(2-(3-bromo-2-methylphenyl)-7-chlorobenzo[d]oxazol-5-yl)ethyl)-2-methylpropan-2-sulfinamide BrC=1C(=C(C=CC1)C=1OC2=C(N1)C=C(C=C2Cl)C(C)NS(=O)C(C)(C)C)C